9-(4-(2-methoxyethoxy)phenyl)-3-nitro-9H-carbazole COCCOC1=CC=C(C=C1)N1C2=CC=CC=C2C=2C=C(C=CC12)[N+](=O)[O-]